FC(C=1C=C(C(=O)NC2=NC=CC=C2C(=O)N)C=CC1)(F)F 2-[[3-(trifluoromethyl)benzoyl]amino]pyridine-3-carboxamide